CCCCC/C=C\C/C=C\C/C=C\CCCCC(=O)OC[C@H](COP(=O)(O)OC[C@@H](C(=O)O)N)OC(=O)CCCCC/C=C\C/C=C\C/C=C\C/C=C\CCCCC 1-(6Z,9Z,12Z-octadecatrienoyl)-2-(7Z,10Z,13Z,16Z-docosatetraenoyl)-glycero-3-phosphoserine